methyl 4-(4-(benzyloxy)-1-(3,4-difluorophenyl)-6-fluoro-2-(1-hydroxypropan-2-yl)-1H-indol-3-yl)benzoate C(C1=CC=CC=C1)OC1=C2C(=C(N(C2=CC(=C1)F)C1=CC(=C(C=C1)F)F)C(CO)C)C1=CC=C(C(=O)OC)C=C1